Methyl 6-(4-chlorophenyl)-2-[1-(difluoromethyl)-1H-pyrazol-4-yl]-3-oxo-2,3-dihydropyridazine-4-carboxylate ClC1=CC=C(C=C1)C=1C=C(C(N(N1)C=1C=NN(C1)C(F)F)=O)C(=O)OC